OC1=C(C(=C(C(=O)N2CC3=CC(=CC=C3CC2)N(C(\C=C\CN(C)C)=O)C)C(=C1)O)C)C (E)-N-(2-(4,6-Dihydroxy-2,3-dimethylbenzoyl)-1,2,3,4-tetrahydroisoquinolin-7-yl)-4-(dimethylamino)-N-methylbut-2-enamide